(R)-N2-(3-chloro-4-fluorophenyl)-N4-(1-cyclopropylpropyl)quinazoline-2,4-diamine ClC=1C=C(C=CC1F)NC1=NC2=CC=CC=C2C(=N1)N[C@H](CC)C1CC1